C(CCCCCCCCCCCCCCCCCCCCC)(=O)O.CCCCCCCCCCCCCCCCCCCCCCCCCCC heptacosane behenate